Cl.O=C1C(=CN(C2=NC=CC=C12)C1=NC=NS1)C(=O)O 4-oxo-1-(1,2,4-thiadiazol-5-yl)-1,4-dihydro-1,8-naphthyridine-3-carboxylic acid hydrochloride